(R)-1-(3-(isothiazol-5-yl)-5-(1-methyl-1H-pyrazol-4-yl)phenyl)ethan-1-amine S1N=CC=C1C=1C=C(C=C(C1)C=1C=NN(C1)C)[C@@H](C)N